Tert-butyl (4-(3-(4,4,5,5-tetramethyl-1,3,2-dioxaborolan-2-yl)phenyl)-1H-imidazol-2-yl)carbamate CC1(OB(OC1(C)C)C=1C=C(C=CC1)C=1N=C(NC1)NC(OC(C)(C)C)=O)C